FC(C=CB1OC(C)(C)C(C)(C)O1)(F)F 2-(trifluoromethyl)vinylboronic acid pinacol ester